C(C)(C)(C)OC(=O)NC(CCCOC1=NC=CC(=C1)N(C(OC(C)(C)C)=O)C1=CC(=NN1C(C)(C)C)[C@@H]1C[C@@H](CC1)O)(C)C tert-butyl (2-((4-((tert-butoxycarbonyl)amino)-4-methylpentyl)oxy)pyridin-4-yl)(1-(tert-butyl)-3-((1S,3R)-3-hydroxycyclopentyl)-1H-pyrazol-5-yl)carbamate